2-[2-[bis[(4-methoxyphenyl)methyl]amino]-5-[2-[tert-butyl(dimethyl)silyl]oxyethoxy]-4-pyridyl]-2-methyl-propanenitrile COC1=CC=C(C=C1)CN(C1=NC=C(C(=C1)C(C#N)(C)C)OCCO[Si](C)(C)C(C)(C)C)CC1=CC=C(C=C1)OC